4-amino-2-hydroxy-1,3,5-triazine NC1=NC(=NC=N1)O